5-((aminoiminomethyl)amino)-2-hydroxypentanoic acid NN=CNCCCC(C(=O)O)O